C(C)(C)(C)C1=C(C=CC(=C1)C(C)(C)C)OP(OC1=C(C=C(C=C1)C(C)(C)C)C(C)(C)C)OC1=C(C=C(C=C1)C(C)(C)C)C(C)(C)C tris-(2,4-di-tert-butylphenyl)phosphite